CC=1N=C(SC1C1=CC(=NC=C1)C(C(F)(F)F)(C)C)NC(=O)N1[C@@H](CCC1)C(=O)N (2S)-N1-[4-Methyl-5-[2-(2,2,2-trifluoro-1,1-dimethylethyl)-4-pyridinyl]-2-thiazolyl]-1,2-pyrrolidinedicarboxamide